2-mercaptoethylthiobenzene SCCSC1=CC=CC=C1